1-(2-(2-butanyl)phenyl)-6-chloro-7-(3-hydroxy-1-naphthyl)-4-(4-(2-propenoyl)-1-piperazinyl)-2(1H)-quinazolinone CC(CC)C1=C(C=CC=C1)N1C(N=C(C2=CC(=C(C=C12)C1=CC(=CC2=CC=CC=C12)O)Cl)N1CCN(CC1)C(C=C)=O)=O